tert-butyl (R)-3-methyl-4-oxo-4-(((S)-11-oxo-2,3,10,11-tetrahydro-1H,5H-benzo[d]pyrazolo[1,2-a][1,2]diazepin-10-yl)amino)butanoate C[C@H](CC(=O)OC(C)(C)C)C(N[C@H]1C2=C(CN3N(C1=O)CCC3)C=CC=C2)=O